OC1=CC(=NN1)C(=O)OCC ethyl 5-hydroxy-1H-pyrazole-3-carboxylate